bis[di-tert-butyl-(p-dimethylaminophenyl)phosphino]palladium (II) C(C)(C)(C)P(C1=CC=C(C=C1)N(C)C)(C(C)(C)C)[Pd]P(C(C)(C)C)(C(C)(C)C)C1=CC=C(C=C1)N(C)C